5-bromo-4-(5-methylfuran-2-yl)pyrimidin-2-amine-6-d BrC=1C(=NC(=NC1[2H])N)C=1OC(=CC1)C